(R)-1-(1-(methylsulfonyl)pyrrolidin-3-yl)-3-(4-phenoxyphenyl)-1H-pyrazolo[3,4-d]pyrimidine CS(=O)(=O)N1C[C@@H](CC1)N1N=C(C=2C1=NC=NC2)C2=CC=C(C=C2)OC2=CC=CC=C2